C1NCCC2=CC(=CC=C12)N 1,2,3,4-tetrahydroisoquinolin-6-amine